NCC=1C=C(C=CC1)C=1C=C2C(=CN(C2=CC1)S(=O)(=O)C1=CC=C(C)C=C1)COC1=C(C=CC=C1)CC(=O)O 2-(2-((5-(3-(aminomethyl)phenyl)-1-tosyl-1H-indol-3-yl)methoxy)phenyl)acetic acid